COC[C@@H]1CCC2=CC=3CCCC3C(=C12)NC(=O)N=[S@](=O)(N)C=1C=NN2C1OC(C2)(C)C (R)-N'-(((R)-3-(methoxymethyl)-1,2,3,5,6,7-hexahydro-s-indacen-4-yl)carbamoyl)-2,2-dimethyl-2,3-dihydropyrazolo[5,1-b]oxazole-7-sulfonimidamide